COC=1C=C(C=CC1C)[C@@H]1CC2(CN(C2)C=O)CC1 ((S)-6-(3-methoxy-4-methylphenyl)-2-azaspiro[3.4]octan-2-yl)methanone